ethyl 2-(1-(tert-butoxycarbonyl)piperidin-4-yl)thiazole-4-carboxylate C(C)(C)(C)OC(=O)N1CCC(CC1)C=1SC=C(N1)C(=O)OCC